N=1N=CN2N=C(C=CC21)N2CCN(CC2)C(CC2=CC=CC1=CC=CC=C21)=O 1-(4-([1,2,4]triazolo[4,3-b]pyridazin-6-yl)piperazin-1-yl)-2-(naphthalen-1-yl)ethan-1-one